C(=CCCS(=O)(=O)[O-])S(=O)(=O)[O-] 1,4-butenedisulphonate